4-{3-isopropyl-4-(quinolin-3-yl)-1H-pyrazolo[3,4-b]pyridin-1-yl}-3-methylbenzamide C(C)(C)C1=NN(C2=NC=CC(=C21)C=2C=NC1=CC=CC=C1C2)C2=C(C=C(C(=O)N)C=C2)C